[OH-].[Cr+3].C(C)C(C(=O)O)CCCC.C(C)C(C(=O)O)CCCC.[OH-].[OH-] bis(2-ethylhexanoic acid) chromium (III) hydroxide